C(C)(C)(C)OC(=O)N1C[C@@H](CCC1)N(C1=NC=CC2=CC=CC(=C12)C)C(C1=C(C=C(C=C1)C=1N=C(NC1[N+](=O)[O-])C)F)=O.FC(CCCCCCCCCCCCC)(F)S(=O)(=O)O 1,1-difluorotetradecyl-sulfonate tert-butyl-(3R)-3-[[2-fluoro-4-(2-methyl-5-nitro-1H-imidazol-4-yl)benzoyl]-(8-methyl-1-isoquinolyl)amino]piperidine-1-carboxylate